Cl.C(=O)(OC)C1=C(CN)C=CC=C1 2-carbomethoxybenzylamine hydrochloride